ClC1=C(C=C(C=2C([C@]3(C(=CC(C[C@H]3C)=O)OC)OC21)=O)O)C2=NOC(=N2)C (2S,5'R)-7-chloro-4-hydroxy-3'-methoxy-5'-methyl-6-(5-methyl-1,2,4-oxadiazol-3-yl)spiro[benzofuran-2,4'-cyclohex-2-ene]-1',3-dione